C(C)(C)(C)OC(=O)N1CCC(=CC1)COC1=C(C(=C(C=C1Br)Br)[N+](=O)[O-])F 4-((4,6-dibromo-2-fluoro-3-nitrophenoxy)methyl)-3,6-dihydropyridine-1(2H)-carboxylic acid tert-butyl ester